C[C@@]12C=CC[C@H]1[C@@H]1CCC3=CC(CC[C@]3(C)[C@H]1CC2)=O Androsta-4,16-dien-3-one